C(=O)NC1=NC2=NC=CN=C2C(N1)=O Formyl-Pterin